benzyl (S)-2-(cyanomethyl)-4-(6-(2,3-dimethylbenzyl)-2-(((S)-1-methylpyrrolidin-2-yl)methoxy)-6,7-dihydro-5H-pyrrolo[3,4-d]pyrimidin-4-yl)piperazine-1-carboxylate C(#N)C[C@@H]1N(CCN(C1)C=1C2=C(N=C(N1)OC[C@H]1N(CCC1)C)CN(C2)CC2=C(C(=CC=C2)C)C)C(=O)OCC2=CC=CC=C2